methylenebisamine C(N)N